C(\C=C/C(=O)O)(=O)O.FC(CO)(F)F trifluoroethanol monomaleate